5-[(2-chlorophenyl)methoxy]-N-(1,3-dihydroxy-2-methylpropan-2-yl)-2-methylpyrazolo[1,5-a]pyridine-3-carboxamide ClC1=C(C=CC=C1)COC1=CC=2N(C=C1)N=C(C2C(=O)NC(CO)(CO)C)C